Bis[2-(2-bromoisobutyryloxy)-undecyl] disulfid BrC(C(=O)OC(CSSCC(CCCCCCCCC)OC(C(C)(C)Br)=O)CCCCCCCCC)(C)C